(5S,8R)-1-fluoro-N-(3-(trifluoromethoxy)phenyl)-6,7,8,9-tetrahydro-5H-5,8-epiminocyclohepta[c]pyridine-10-carboxamide FC1=NC=CC2=C1C[C@H]1CC[C@@H]2N1C(=O)NC1=CC(=CC=C1)OC(F)(F)F